O=C1N(CCC(N1)=O)N1C(C2=CC=C(C=C2C1=O)CN1CCN(CC1)C=1C2=C(N=C(N1)C)SC=C2)=O 2-(2,4-dioxotetrahydropyrimidin-1(2H)-yl)-5-((4-(2-methylthieno[2,3-d]pyrimidin-4-yl)piperazin-1-yl)methyl)isoindoline-1,3-dione